octyl-3-butenyl-antimony C(CCCCCCC)[Sb]CCC=C